6-methyl-Hepten-2-ol CC(CCCC(=C)O)C